C(C)S(=O)(=O)C1=CC=C(CC2=C(C(=O)N)C=CC(=C2C(=O)N)OC)C=C1 (4-(ethylsulfonyl)benzyl)-4-methoxyisophthalamide